ClC=1C=CC(=C(C1)C=1SC(=CN1)C(=O)N[C@H](C(N[C@H](C(O)C=1SC=CN1)CCC(F)(F)F)=O)C)F 2-(5-chloro-2-fluorophenyl)-N-((2S)-1-oxo-1-(((2S)-5,5,5-trifluoro-1-hydroxyl-(thiazol-2-yl)pentan-2-yl)amino)propan-2-yl)thiazole-5-carboxamide